ClC=1C=C(C2=C(N(N=N2)[C@@H]2O[C@@H]([C@H]([C@H]2O)O)CO)C1)N[C@@H](C)C1=C(C=CC=C1)F (2R,3R,4S,5R)-2-(6-chloro-4-(((S)-1-(2-fluorophenyl)ethyl)amino)-1H-benzo[d][1,2,3]triazol-1-yl)-5-(hydroxymethyl)tetrahydrofuran-3,4-diol